((4-fluorophenyl)sulfonyl)-7-nitro-1,2,3,4-tetrahydroquinoline FC1=CC=C(C=C1)S(=O)(=O)N1CCCC2=CC=C(C=C12)[N+](=O)[O-]